phosphorinetriacrylate P1=C(C(=C(C=C1)C=CC(=O)[O-])C=CC(=O)[O-])C=CC(=O)[O-]